FC=1C=2N(C=C(C1)C1=CNC=3N=C(N=CC31)NC3CCOCC3)C(=CN2)C 5-(8-fluoro-3-methylimidazo[1,2-a]pyridin-6-yl)-N-(tetrahydro-2H-pyran-4-yl)-7H-pyrrolo[2,3-d]pyrimidin-2-amine